azaindole nitrogen [N].N1N=CC2=CC=CC=C12